CSSC1=NC=CC=C1 2-(methyldithio)-pyridine